9,10-anthraquinone-2,6-disulphonic acid C1=C(C=CC=2C(C3=CC(=CC=C3C(C12)=O)S(=O)(=O)O)=O)S(=O)(=O)O